FC1=C(C=CC=C1)C1=NN2C(OCCC2)=C1C(=O)O 2-(2-Fluorophenyl)-6,7-dihydro-5H-pyrazolo[5,1-b][1,3]oxazine-3-carboxylic acid